[3-(8'-chloro-2'-oxo-2',3'-dihydro-1'H-spiro[cyclohexane-1,4'-quinazolin]-5'-yl)phenoxy]acetic acid ClC=1C=CC(=C2C3(NC(NC12)=O)CCCCC3)C=3C=C(OCC(=O)O)C=CC3